N1N=CC2=C(C=CC=C12)C=1N=C(C2=C(N1)C=C(S2)CN2CCN(CC2)S(=O)(=O)C)N2CCN(CC2)CCCCC(=O)NO 5-(4-(2-(1H-indazol-4-yl)-6-((4-(methylsulfonyl)piperazin-1-yl)methyl)thieno[3,2-d]pyrimidin-4-yl)piperazin-1-yl)-N-hydroxypentanamide